NC1=NC=NN2C1=NC=C2C=2C=NN(C2)C=2C(=CC(=C(C2)NC(=O)C2=NC=CC(=C2)C(F)(F)F)F)C N-(5-(4-(4-aminoimidazo[2,1-f][1,2,4]triazin-7-yl)-1H-pyrazol-1-yl)-2-fluoro-4-methylphenyl)-4-(trifluoromethyl)pyridineamide